tert-amylperoxy 2-ethylhexyl carbonate C(OOOC(C)(C)CC)(OCC(CCCC)CC)=O